3-(6,7-dihydroxy-1-methyl-4-oxo-1,4-dihydroquinolin-3-yl)-6,7-dihydroxy-4-oxo-4H-chromene-5-carboxylic acid 2-amino-2-oxoethyl ester NC(COC(=O)C=1C=2C(C(=COC2C=C(C1O)O)C1=CN(C2=CC(=C(C=C2C1=O)O)O)C)=O)=O